1-(3-(1-methylpiperidin-4-yl)propyl)-1H-pyrazole-5-carboxylic acid methyl ester COC(=O)C1=CC=NN1CCCC1CCN(CC1)C